C(C1=CC=CC=C1)N1CCC(CC1)CCNC(=O)C1CCN(CC1)C1=CC(=CC(=C1)OC)C#N N-[2-(1-benzylpiperidin-4-yl)ethyl]-1-(3-cyano-5-methoxyphenyl)piperidine-4-carboxamide